C(=C)C1=C(C=O)C=CC=C1 2-ETHENYLBENZALDEHYDE